tert-Butyl N-[1-[methoxy(methyl)carbamoyl]cyclopropyl]carbamate CON(C(=O)C1(CC1)NC(OC(C)(C)C)=O)C